C(C)(=O)ON=C(N)C1=CC(=CC=C1)CC(C=1SC2=C(N1)C=CC=C2)NS(=O)(=O)C2=CC(=CC=C2)NC(C)=O [[[3-[2-[(3-acetamidophenyl)sulfonylamino]-2-(1,3-benzothiazol-2-yl)ethyl]phenyl]-amino-methylene]amino] acetate